COC=1C(=C2C=CN(C2=C(C1)C)C(=O)OC(C)(C)C)CN1C(CN(CC1)CCOC)C1=CC=C(C=C1)C(=O)OC tert-Butyl 5-methoxy-4-((2-(4-(methoxycarbonyl)phenyl)-4-(2-methoxyethyl)piperazin-1-yl)methyl)-7-methyl-1H-indole-1-carboxylate